ClC=1C(=C(C(=O)N2CC=3N=C(SC3C2)NC(C2=CN=C(C=C2C2=C(C=CC(=C2)C#N)OC)C)=O)C=CC1)OC N-(5-(3-Chloro-2-methoxybenzoyl)-5,6-dihydro-4H-pyrrolo[3,4-d]thiazol-2-yl)-4-(5-cyano-2-methoxyphenyl)-6-methyl-nicotinamide